N-(1-(2-isopropylphenyl)-2-nitroethyl)-2-methylpropane-2-sulfinamide C(C)(C)C1=C(C=CC=C1)C(C[N+](=O)[O-])NS(=O)C(C)(C)C